9-(p-tolyloxy)acridine C1(=CC=C(C=C1)OC=1C2=CC=CC=C2N=C2C=CC=CC12)C